S(=O)(=O)(O)CCO.[Na] Sodium isethionic acid